8-(4-(4-(8-(2-(2,6-dioxopiperidin-3-yl)-1-oxoisoindolin-4-yl)oct-7-yn-1-yl)piperazin-1-yl)piperidin-1-yl)-9-ethyl-6,6-dimethyl-11-OxO-6,11-dihydro-5H-benzo[b]carbazole-3-carbonitrile O=C1NC(CCC1N1C(C2=CC=CC(=C2C1)C#CCCCCCCN1CCN(CC1)C1CCN(CC1)C=1C(=CC2=C(C(C=3NC4=CC(=CC=C4C3C2=O)C#N)(C)C)C1)CC)=O)=O